C(#N)C1=CC=C(C=N1)NC(=O)[C@H]1CC[C@H]2[C@@H]3CC[C@@H]4C[C@]([C@H](C[C@@H]4[C@H]3CC[C@]12C)C)(C)O (2S,3S,5R,8R,9R,10S,13S,14S,17S)-N-(6-cyanopyridin-3-yl)-3-hydroxy-2,3,13-trimethylhexadecahydro-1H-cyclopenta[a]phenanthrene-17-carboxamide